1-(2-chlorophenyl)-4-(cyclopropylmethoxy)-7-(trifluoromethyl)pyrido[2,3-d]pyrimidin-2(1H)-one ClC1=C(C=CC=C1)N1C(N=C(C2=C1N=C(C=C2)C(F)(F)F)OCC2CC2)=O